tert-Butyl 2-(4-bromo-5-methoxy-2-oxopyridin-1(2H)-yl)propanoate BrC1=CC(N(C=C1OC)C(C(=O)OC(C)(C)C)C)=O